2-amino-4-(butylamino)-6-(3-methoxy-4-(piperazine-1-carbonyl)benzyl)pyrido[4,3-d]pyrimidin-5(6H)-one NC=1N=C(C2=C(N1)C=CN(C2=O)CC2=CC(=C(C=C2)C(=O)N2CCNCC2)OC)NCCCC